C1=CC=CC=2C3=CC=CC=C3C(CC12)CC(=O)N(CCC)CCC (-)-2-(9,10-Dihydrophenanthren-9-yl)-N,N-dipropylacetamide